C(CCCCCCCCCCCCCCC)[N+]1=C(C=CC=C1)C N-cetyl-2-methylpyridinium